1-benzyl-1H-pyrrole C(C1=CC=CC=C1)N1C=CC=C1